N1N=CC=C1C1=CC(NC=N1)=O 6-(1H-pyrazole-5-yl)pyrimidine-4(3H)-one